[4-[(1,3-benzothiazole-2-carbonylamino)methyl]phenyl]boronic acid S1C(=NC2=C1C=CC=C2)C(=O)NCC2=CC=C(C=C2)B(O)O